(S)-(4-(5-fluorobenzo[d]oxazol-2-yl)-6,7-dihydro-1H-imidazo[4,5-c]pyridin-5(4H)-yl)(2-(1-methyl-1H-pyrazol-4-yl)thiazol-5-yl)methanone FC=1C=CC2=C(N=C(O2)[C@H]2N(CCC3=C2N=CN3)C(=O)C3=CN=C(S3)C=3C=NN(C3)C)C1